N-(3-(3-amino-5-methyl-4-(1-oxo-1,2,3,4-tetrahydroisoquinolin-6-yl)-1H-pyrazol-1-yl)phenyl)acrylamide NC1=NN(C(=C1C=1C=C2CCNC(C2=CC1)=O)C)C=1C=C(C=CC1)NC(C=C)=O